N=C[SH2](C1=CSC=C1)=C=O iminomethyl-thiophen-3-yl-lambda6-Thioketone